nitrogen benzotriazol N1N=NC2=C1C=CC=C2.[N]